Cl.NC[C@@]1(C(NC(N1)=O)=O)C |r| rac-5-(aminomethyl)-5-methylimidazolidine-2,4-dione hydrogen chloride